(1S)-2,2-difluoro-N-[1-methyl-3-(4-methyl-6-propanoylpyridin-3-yl)-2-oxo-1,6-naphthyridin-7-yl]cyclopropane-1-carboxamide FC1([C@@H](C1)C(=O)NC1=NC=C2C=C(C(N(C2=C1)C)=O)C=1C=NC(=CC1C)C(CC)=O)F